2-(4-(6-(4-Chloro-2-fluorobenzyloxy)pyridin-2-yl)-2,5-difluorobenzyl)-1-((tetrahydrofuran-2-yl)methyl)-1H-benzo[d]imidazol ClC1=CC(=C(COC2=CC=CC(=N2)C2=CC(=C(CC3=NC4=C(N3CC3OCCC3)C=CC=C4)C=C2F)F)C=C1)F